8-methoxy-6-(4-methoxyphenyl)-2-oxo-2H-chromene-3-carbonitrile COC=1C=C(C=C2C=C(C(OC12)=O)C#N)C1=CC=C(C=C1)OC